ClC1N(C=CC=C1I)OC 2-chloro-3-iodo-1-methoxypyridine